8-(4-cyclopropyl-6-methoxypyrimidin-5-yl)-10-(4-(5-methyl-3-(trifluoromethyl)-1H-pyrazole-1-yl)benzyl)-5,10-dihydropyrimido[4,5-d][1,2,4]triazolo[4,3-a]pyrimidine C1(CC1)C1=NC=NC(=C1C=1N=CC2=C(N(C=3N(C2)C=NN3)CC3=CC=C(C=C3)N3N=C(C=C3C)C(F)(F)F)N1)OC